C1(=CC=CC=C1)S(=O)(=O)C1=CC=C(CNC(=O)N2CC3=CN=CC=C3CC2)C=C1 3,4-Dihydro-1H-[2,7]naphthyridine-2-carboxylic acid 4-benzenesulfonyl-benzylamide